N1N=NN=C1CCCCCCCCCCCCC1=NN=NN1 5,5'-dodecamethylenebis(1,2,3,4-tetrazole)